FC=1C=C(OC2=CC=C(C=C2)C=2N=C(N3C2C=NC=C3)[C@H]3N(CCC3)C(C=C)=O)C=CC1 (S)-1-(2-(1-(4-(3-fluorophenoxy)phenyl)imidazo[1,5-a]pyrazin-3-yl)pyrrolidin-1-yl)prop-2-en-1-one